disodium α-ketoglutarate O=C(C(=O)[O-])CCC(=O)[O-].[Na+].[Na+]